tert-Butyl ((1r,4r)-4-aminocyclohexyl)(oxetan-3-yl)carbamate NC1CCC(CC1)N(C(OC(C)(C)C)=O)C1COC1